[C@H]12COC[C@@H]2C1N1N=NC=2C(C1=O)=NN(C2C(F)F)CC2=C(C=CC=C2)F 3-((1R,5S,6r)-3-oxabicyclo[3.1.0]hexan-6-yl)-7-(difluoromethyl)-6-(2-fluorobenzyl)-3,6-dihydro-4H-pyrazolo[4,3-d][1,2,3]triazin-4-one